2-(4-cyclopropyl-6-methoxypyrimidin-5-yl)-8-(3-fluoro-4-(1-methyl-4-(trifluoromethyl)-1H-imidazol-2-yl)benzyl)-5,7-dimethyl-7,8-dihydropteridin C1(CC1)C1=NC=NC(=C1C1=NC=2N(C(CN(C2C=N1)C)C)CC1=CC(=C(C=C1)C=1N(C=C(N1)C(F)(F)F)C)F)OC